OCC1OC(OC1)C1=CC=CC=C1 4-hydroxymethyl-2-phenyl-1,3-dioxolan